7-HYDROXYINDOLE-3-CARBOXALDEHYDE OC=1C=CC=C2C(=CNC12)C=O